[Si](C1=CC=CC=C1)(C1=CC=CC=C1)(C(C)(C)C)OCCC(COS(=O)(=O)CCOC[C@H]1N(C(CC1)=O)CC(=O)OC(C)(C)C)(C)C tert-butyl (S)-2-(2-((2-((4-((tert-butyldiphenylsilyl)oxy)-2,2-dimethylbutoxy)sulfonyl)ethoxy)methyl)-5-oxopyrrolidin-1-yl)acetate